ClC1=C(C2=C(C(N3[C@@H](CO2)CN(CC3)C(=O)OC(C)(C)C)=O)C(=N1)N1C3(CC3)CCC1)Cl tert-butyl (R)-3,4-dichloro-12-oxo-1-(4-azaspiro[2.4]heptan-4-yl)-6a,7,9,10-tetrahydro-6H-pyrazino[2,1-c]pyrido[3,4-f][1,4]oxazepine-8(12H)-carboxylate